ClC1=CC=C(C=C1)C1=C(C(NC2=CC=CC=C12)=O)C1=NN([C@H](C1)C1=CC=C(C=C1)Cl)C(CC(CO)(F)F)=O (R)-4-(4-chlorophenyl)-3-(5-(4-chlorophenyl)-1-(3,3-difluoro-4-hydroxybutanoyl)-4,5-dihydro-1H-pyrazol-3-yl)quinolin-2(1H)-one